C1=NC=CC2=CC(=CC=C12)COC1=CC=CC(=N1)C1CCN(CC1)CC1=NC=2C(=NC(=CC2)C(=O)[O-])N1C[C@H]1OCC1 (S)-2-((4-(6-((isoquinolin-6-yl)methoxy)pyridin-2-yl)piperidin-1-yl)methyl)-3-((oxetan-2-yl)methyl)-3H-imidazo[4,5-b]pyridine-5-carboxylate